O[C@H](CNCCC1=NC=CC=C1)COC ((2R)-2-Hydroxy-3-methoxypropyl)[2-(pyridin-2-yl)ethyl]amine